1-cis-m-coumaric acid C(\C=C\C1=CC(=CC=C1)O)(=O)O